tetraethyl 6-methoxy-9H-carbazole-1,2,3,4-tetracarboxylate COC=1C=C2C=3C(=C(C(=C(C3NC2=CC1)C(=O)OCC)C(=O)OCC)C(=O)OCC)C(=O)OCC